ethyl 5-(2,6-dimethyl-4-pyridyl)-6-isopropyl-4H-thieno[3,2-b]pyrrole-2-carboxylate CC1=NC(=CC(=C1)C1=C(C2=C(N1)C=C(S2)C(=O)OCC)C(C)C)C